FC1=CC=C(C(=O)NC=2C=CC3=C(C(=CO3)C3CCN4CCCC4C3)C2)C=C1 5-(4-fluorobenzoyl)amino-3-(octahydroindolizin-7-yl)-benzofuran